(+)-4-(4-{[2-(3-methoxy-1H-pyrazol-4-yl)pyrrolidin-1-yl]methyl}phenoxy)benzamide COC1=NNC=C1C1N(CCC1)CC1=CC=C(OC2=CC=C(C(=O)N)C=C2)C=C1